4-aminophenylboronic acid hydrochloride Cl.NC1=CC=C(C=C1)B(O)O